C(#N)C=1C(=CC(=NC1)NC(=O)N1CCCC2=CC(=C(N=C12)C=O)CN1C([C@H](CC1)OC)=C=O)N1C[C@H](CC1)OC N-(5-cyano-4-((S)-3-methoxypyrrolidin-1-yl)pyridin-2-yl)-7-formyl-6-(((S)-3-methoxy-2-carbonylpyrrolidin-1-yl)methyl)-3,4-dihydro-1,8-naphthyridine-1(2H)-carboxamide